2-(7-azabicyclo[2.2.1]heptan-7-yl)-N-(4-(methylsulfonyl)but-3-en-2-yl)-4-phenoxypyrimidine-5-carboxamide C12CCC(CC1)N2C2=NC=C(C(=N2)OC2=CC=CC=C2)C(=O)NC(C)C=CS(=O)(=O)C